3-(3-(2-amino-3-cyano-pyridin-4-yl)-1H-pyrazolo[3,4-b]pyrazin-6-yl)-8-azaspiro-[4.5]decan-1-amine NC1=NC=CC(=C1C#N)C1=NNC2=NC(=CN=C21)C2CC(C1(C2)CCNCC1)N